Ethyl 2-(((7,8-dichloro-2-oxo-1,2,3,4,5,6-hexahydroazepino[4,5-b]indole-10-carbonyl)oxy)amino)-2-iminoacetate ClC1=C(C=C(C=2C3=C(NC12)CCNC(C3)=O)C(=O)ONC(C(=O)OCC)=N)Cl